C1(=CC=CC=C1)N1C2=CC=CC=C2C=2C=C(C=CC12)C=1C=CC=2N(C3=CC=CC=C3C2C1)C=1C=C(C=CC1)C1=NC=NC2=C3C(=CC=C12)C=CC=C3 4-{3-[3-(9-phenyl-9H-carbazol-3-yl)-9H-carbazol-9-yl]phenyl}benzo[H]quinazoline